COC(CCC=CCC(C(C=CC=CC#CC=CC(CC=CCC)O)O)O)=O 7,8,17-Trihydroxydocosa-4,9,11,15,19-pent-en-13-ynoic acid methyl ester